2-(3-phenylpropyl)pyrimidine C1(=CC=CC=C1)CCCC1=NC=CC=N1